CC1=NN=C(C2=CC(=CC=C12)C1C(CCCC1)=O)C 2-(1,4-dimethylphthalazin-6-yl)cyclohexanone